1-(5-formylpyridin-2-yl)-1H-1,2,3-triazole-4-carbonitrile C(=O)C=1C=CC(=NC1)N1N=NC(=C1)C#N